N-(3-(3-azabicyclo[3.1.0]hexan-3-yl)-1,2,4-thiadiazol-5-yl)-2''-(difluoromethyl)-3-fluoro-5''-methoxy-2-oxo-2H-[1,2':4',4''-terpyridine]-5'-carboxamide C12CN(CC2C1)C1=NSC(=N1)NC(=O)C=1C(=CC(=NC1)N1C(C(=CC=C1)F)=O)C1=CC(=NC=C1OC)C(F)F